[6-(1,1-Dimethylethyl)-8-fluoro-2,3-dimethylquinolin-4-yl]methoxyacetate CC(C)(C)C=1C=C2C(=C(C(=NC2=C(C1)F)C)C)COCC(=O)[O-]